N1CC(CC1)C=1SC=CN1 (pyrrolidin-3-yl)-1,3-thiazole